anthraquinone-2,3-dicarboxylic acid calcium [Ca].C1=C(C(=CC=2C(C3=CC=CC=C3C(C12)=O)=O)C(=O)O)C(=O)O